1-[3-[4-[3-[3-amino-6-(2-hydroxyphenyl)pyridazin-4-yl]-3,8-diazabicyclo[3.2.1]octan-8-yl]-2-pyridyl]prop-2-ynyl]azepan-3-ol NC=1N=NC(=CC1N1CC2CCC(C1)N2C2=CC(=NC=C2)C#CCN2CC(CCCC2)O)C2=C(C=CC=C2)O